CN(CC1=CC=NC2=CC=C(N=C12)C=1C(=NNC1)C1=NC(=CC=C1)C)C N,N-dimethyl-1-[6-[3-(6-methyl-2-pyridyl)-1H-pyrazol-4-yl]-1,5-naphthyridin-4-yl]methanamine